C(CC)N1CCC(CC1)NC(=O)NC1=CC=C(C=C1)OC(F)(F)F 1-(1-propyl-4-piperidinyl)-3-[4-(trifluoromethoxy)phenyl]urea